7-fluoro-2,8-dimethyl-imidazo[1,2-a]pyridin-6-amine hydrochloride Cl.FC1=C(C=2N(C=C1N)C=C(N2)C)C